2-[[(1R,3S)-3-(7-bromo-[1,2,4]triazolo[4,3-a]pyridin-3-yl)cyclohexyl]amino]-4-(oxetan-3-yloxy)pyrimidine-5-carbonitrile BrC1=CC=2N(C=C1)C(=NN2)[C@@H]2C[C@@H](CCC2)NC2=NC=C(C(=N2)OC2COC2)C#N